ClC1=C(C(=CC(=N1)N(CC1=CC=C(C=C1)OC)CC1=CC=C(C=C1)OC)C1CC1)C(F)(F)F 6-chloro-4-cyclopropyl-N,N-bis[(4-methoxyphenyl)methyl]-5-(trifluoromethyl)pyridin-2-amine